3-(4-chlorophenoxy)benzoic acid ClC1=CC=C(OC=2C=C(C(=O)O)C=CC2)C=C1